C(CCCCCCC)(=O)OCCCCCCC Ethyl-amyl octanoate